CC1=CC2=C(N=C(N=C2NCCCC2=CC=C(C=C2)S(=O)(=O)C)C(F)(F)F)S1 6-methyl-N-(3-(4-(methylsulfonyl)phenyl)propyl)-2-(trifluoromethyl)thieno[2,3-d]pyrimidin-4-amine